3-(4-nitro-1-((2-(trimethylsilyl)ethoxy)methyl)-1H-pyrazol-3-yl)-5,6-dihydro-4H-pyrrolo[1,2-b]pyrazole [N+](=O)([O-])C=1C(=NN(C1)COCC[Si](C)(C)C)C1=C2N(N=C1)CCC2